C(C(C)(C)C)(=O)OCN1N=NC(=C1)C1CN(C1)C=1OC(=NN1)C=1C(=NC(=NC1)NC1CC2=CC(=C(C=C2C1)F)F)C (4-(1-(5-(2-((5,6-difluoro-2,3-dihydro-1H-inden-2-yl)amino)-4-methylpyrimidin-5-yl)-1,3,4-oxadiazol-2-yl)azetidin-3-yl)-1H-1,2,3-triazol-1-yl)methyl pivalate